O.C([O-])([O-])=O.[Na+].[Na+] sodium carbonate monohydrate